bis[3,5-difluoro-2-(5-trifluoromethyl-2-pyridyl)phenyl]iridium (III) hexafluorophosphate F[P-](F)(F)(F)(F)F.FC=1C(=C(C=C(C1)F)[Ir+]C1=C(C(=CC(=C1)F)F)C1=NC=C(C=C1)C(F)(F)F)C1=NC=C(C=C1)C(F)(F)F